FC=1C=C(C=NC1C1(CC1)F)C(=O)NCC=1C=NC=CC1C 5-fluoro-6-(1-fluorocyclopropyl)-N-[(4-methylpyridin-3-yl)methyl]pyridine-3-carboxamide